ClC1=C(C=CC=C1)NC(C1=CC=C(C=C1)NC1=NC(=NC=C1F)NC1=CC=C(C=C1)C(NN1CCC(CC1)CCN1CCN(CC1)C1=NC=C(C=C1)C1C(NC(CC1)=O)=O)=O)=O N-(2-chlorophenyl)-4-[[2-[4-[[4-[2-[4-[5-(2,6-dioxo-3-piperidyl)-2-pyridyl]piperazin-1-yl]ethyl]-1-piperidyl]carbamoyl]anilino]-5-fluoro-pyrimidin-4-yl]amino]benzamide